C(C)(=O)NC[C@H]1CN(C2=C(O1)N=C(C=C2)C(=O)N)C2=CC=C(C=C2)C(F)(F)F (S)-3-(acetamidomethyl)-1-(4-(trifluoromethyl)phenyl)-2,3-dihydro-1H-pyrido[2,3-b][1,4]oxazine-6-carboxamide